1,6-bis(4-aminophenoxy)hexane NC1=CC=C(OCCCCCCOC2=CC=C(C=C2)N)C=C1